[Cl-].C(C(=C)C)(=O)[N+](C)(C)C methacryloyl-trimethylammonium chloride